FC(C1CC=C(CO1)C(=O)OCC1=CC=CC=C1)(F)F benzyl 6-(trifluoromethyl)-5,6-dihydro-2H-pyran-3-carboxylate